COC(=O)C1=C(C2=C(C3=NC=C(C=C3N2C(C2CCOCC2)C2=CC=CC=C2)Br)S1)Cl 6-bromo-3-chloro-4-(phenyl-(tetrahydro-2H-pyran-4-yl)methyl)-4H-thieno[2',3':4,5]pyrrolo[3,2-b]pyridine-2-carboxylic acid methyl ester